Methyloctadecenylethanolamin CC(O)(CN)C=CCCCCCCCCCCCCCCCC